ClC=1C(=CN2C1C(N(CC2)CC2=CC=C(C=C2)OC)=O)B2OC(C(O2)(C)C)(C)C 8-chloro-2-(4-methoxybenzyl)-7-(4,4,5,5-tetramethyl-1,3,2-dioxaborolan-2-yl)-3,4-dihydropyrrolo[1,2-a]pyrazin-1(2H)-one